N-[2-[3-(fluoromethyl)azetidin-1-yl]ethyl]-4-[(1R,3R)-3-methyl-2-methylsulfonyl-1,3,4,9-tetrahydropyrido[3,4-b]indol-1-yl]aniline FCC1CN(C1)CCNC1=CC=C(C=C1)[C@H]1N([C@@H](CC2=C1NC1=CC=CC=C21)C)S(=O)(=O)C